C(OC1CN(C1)C(CCS(=O)(=O)N1C[C@@H]([C@@H](CC1)C1=C(N=C(N1)C1=NC=C(C=C1)F)Cl)C)=O)(OC)=O [1-[3-[[(3R,4R)-4-[4-Chloro-2-(5-fluoro-2-pyridyl)-1H-imidazol-5-yl]-3-methyl-1-piperidyl]sulfonyl]propanoyl]azetidin-3-yl] methyl carbonate